ClC1=CC(=C(C=O)C=C1)N1CCCCC1 4-chloro-2-(piperidin-1-yl)benzaldehyde